C1(CC1)COC=1C=CC(=C(C1)CNC(=O)C=1C(=NC(=C(C1)C=1C=CC=2N(N1)C=C(N2)NC(C)=O)C)OC[2H])F N-{[5-(cyclopropylmethoxy)-2-fluorophenyl]methyl}-5-{2-acetamidoimidazo[1,2-b]pyridazin-6-yl}-2-(deutero)methoxy-6-methylpyridine-3-carboxamide